NC1=C(C=C(C(=N1)F)C1=CC=C(O[C@@H]2CN(CCC2)C(=O)OC(C)(C)C)C=C1)C=1C=C2CCNC(C2=CC1)=O tert-butyl (S)-3-(4-(6-amino-2-fluoro-5-(1-oxo-1,2,3,4-tetrahydroisoquinolin-6-yl)pyridin-3-yl)phenoxy)piperidine-1-carboxylate